4-((1H-pyrazol-1-yl)methyl)-N-((6,7-dihydro-5H-pyrazolo[5,1-b][1,3]oxazin-3-yl)sulfonyl)-3-methoxybenzamide N1(N=CC=C1)CC1=C(C=C(C(=O)NS(=O)(=O)C=2C=NN3C2OCCC3)C=C1)OC